7-(2-hydroxy-2-methylpropyl)-2,2,5,5-tetramethyl-1,2,3,5-tetrahydro-6H-pyrrolo[3,2-b]pyridin-6-one OC(CC1=C2C(=NC(C1=O)(C)C)CC(N2)(C)C)(C)C